NC1=C(C2=C(C(N1C1=C3C=NNC3=CC=C1Cl)=O)C(=C(S2)Cl)C)C(=O)N (R)-6-amino-2-chloro-5-(5-chloro-1H-indazol-4-yl)-3-methyl-4-oxo-4,5-dihydrothieno[3,2-c]pyridine-7-carboxamide